FC1(CN(C1)CC1=C(C=C(C=C1)N1N=NC(=C1)C(=O)O)F)F 1-[4-[(3,3-difluoroazetidin-1-yl)methyl]-3-fluorophenyl]-1,2,3-triazole-4-carboxylic acid